nonyl 8-((4-((6,6-bis(((Z)-oct-5-en-1-yl)oxy)hexanoyl)oxy)butyl)(2-hydroxyethyl)amino)octanoate C(CCC\C=C/CC)OC(CCCCC(=O)OCCCCN(CCCCCCCC(=O)OCCCCCCCCC)CCO)OCCCC\C=C/CC